4-((6-ethoxy-6-oxohexyl)oxy)-5-methoxy-2-nitrobenzoic acid C(C)OC(CCCCCOC1=CC(=C(C(=O)O)C=C1OC)[N+](=O)[O-])=O